C(CCCCC)OC1=CC=C(C=C1)N=NC1=CC=C(C=C1)C 1-(4-hexyloxyphenyl)-2-(p-tolyl)diazene